5-(((trans-3-(3-cyclopropyl-4-(5-fluoro-6-methylpyridin-2-yl)-1H-pyrazol-1-yl)-1-hydroxycyclobutyl)methyl)amino)-2-(2,6-dioxopiperidin-3-yl)isoindoline-1,3-dione C1(CC1)C1=NN(C=C1C1=NC(=C(C=C1)F)C)C1CC(C1)(O)CNC=1C=C2C(N(C(C2=CC1)=O)C1C(NC(CC1)=O)=O)=O